O=C1N(C2=C(SC1)C=C(C=C2)C(F)(F)F)CC(=O)O 2-(3-oxo-7-(trifluoromethyl)-2,3-dihydro-4H-benzo[b][1,4]thiazin-4-yl)acetic acid